N,N,N-trimethyl-2-oxoethane-1-aminium iodide [I-].C[N+](CC=O)(C)C